NC=1N=C(C=C2C=C(N=CC12)NC(=O)C1C(C1)C=1C=NN(C1)C)C=1C(=NC=CC1C)C1=CC=CC=C1 N-[8-amino-6-(4-methyl-2-phenylpyridin-3-yl)-2,7-naphthyridin-3-yl]-2-(1-methyl-1H-pyrazol-4-yl)cyclopropane-1-carboxamide